N1C(=NC2=C1C=CC=C2)C2=CC=CC(=N2)N2CCC(CC2)N2C(N=C(C=C2)C(=O)N)N2CCOCC2 1-(1-(6-(1H-benzo[d]imidazol-2-yl)pyridinyl)piperidin-4-yl)-2-morpholinopyrimidine-4-Carboxamide